C[Si](CCOCN1N=CC(=C1)C1(CC=CC=C1)C1(NC=NC=C1)N)(C)C 4-(1-(((2-(trimethylsilyl)ethoxy)methyl)-1H-pyrazol-4-yl)phenyl)pyrimidin-4-amine